C(=O)(OCC1C2=CC=CC=C2C2=CC=CC=C12)N[C@@H](CC1=CC=C(C=C1)OCC(=O)OC(C)(C)C)C(=O)O fmoc-4-(tert-butoxycarbonylmethoxy)-L-phenylalanine